1-[5-ethylsulfonyl-6-[5-oxo-2-(2,2,2-trichloroethoxy)-7,8-dihydro-1,6-naphthyridin-6-yl]-3-pyridyl]cyclopropane-carbonitrile C(C)S(=O)(=O)C=1C=C(C=NC1N1C(C=2C=CC(=NC2CC1)OCC(Cl)(Cl)Cl)=O)C1(CC1)C#N